C(C)OC(=O)C1=CN(C(C=C1)=O)C1=CC(=CC=C1)C#C 1-(3-ethynylphenyl)-6-oxo-pyridine-3-carboxylic acid ethyl ester